5-(aminomethyl)isoxazol-3-ol NCC1=CC(=NO1)O